NC1=C(C=CC=C1)NC(=O)C1=CC=C(CNC(O)=O)C=C1 [4-(2-amino-phenylcarbamoyl)-benzyl]Carbamic acid